Methyl (S)-9-bromo-2-((tert-butyldimethylsilyl) oxy)-1,2,3,4-tetrahydrobenzo[4,5]imidazo[1,2-a]pyridine-7-carboxylate BrC1=CC(=CC=2N=C3N(C[C@H](CC3)O[Si](C)(C)C(C)(C)C)C21)C(=O)OC